6-Bromo-4-[(3-fluoro-2-pyridyl)sulfanyl]pyrazolo[1,5-a]pyridine-3-carbonitrile BrC=1C=C(C=2N(C1)N=CC2C#N)SC2=NC=CC=C2F